FC(N1N=CC2=CC(=CC=C12)C1=C(N=C2N1C=CC=N2)C2=NC(=CC=C2)C)F 3-(1-(difluoromethyl)-1H-indazol-5-yl)-2-(6-methylpyridin-2-yl)-imidazo[1,2-a]pyrimidine